NC1=NC(=C(C=C1C=1C=C2CCNC(C2=CC1)=O)C1=CC=C(C=C1)C=1CCN(CC1)CC)F 6-(2-amino-5-(4-(1-ethyl-1,2,3,6-tetrahydropyridin-4-yl)phenyl)-6-fluoropyridin-3-yl)-3,4-dihydroisoquinolin-1(2H)-one